C(C=C)(=O)N1C[C@@](CC1)(C1=C(C(=CC=C1F)Cl)Cl)NC1=CC(=C2C3(C(N(C2=C1)C)=O)CC3)F (R)-6'-((1-Acryloyl-3-(2,3-dichloro-6-fluorophenyl)pyrrolidin-3-yl)amino)-4'-fluoro-1'-methylspiro[cyclopropane-1,3'-indolin]-2'-one